O1C=C(C=C1)C=1C(=NC=CC1)C(=O)NC=1C(=NN(C1)CCOCCOC)C1=NC=CC=C1 (furan-3-yl)-N-(1-(2-(2-methoxyethoxy)ethyl)-3-(pyridin-2-yl)-1H-pyrazol-4-yl)picolinamide